CC1=NC(=CC(=N1)NC1=NC=C(C(=O)NOCC)C(=C1)NC1=C(C(=CC=C1)C1=NC=C(C=C1)F)OC)C 6-((2,6-dimethyl-pyrimidin-4-yl)amino)-N-ethoxy-4-((3-(5-fluoropyridin-2-yl)-2-methoxy-phenyl)amino)nicotinamide